(S)-5-(2-(4-bromophenoxy)-1-((tert-butyldimethylsilyl)oxy)ethyl)-2-(4-methoxybenzyl)-2H-tetrazole BrC1=CC=C(OC[C@@H](O[Si](C)(C)C(C)(C)C)C=2N=NN(N2)CC2=CC=C(C=C2)OC)C=C1